1-butyl-2,3-dimethylimidazolium hydroxide [OH-].C(CCC)N1C(=[N+](C=C1)C)C